FC1(CN(CC1)[C@H]1C([C@H](C1)NC(=O)[C@H]1CCN(C2(CC2)C1)C(=O)C1=NNC(=C1)C1=CC(=NC=C1F)OC)(C)C)F (S)-N-((1S,3r)-3-(3,3-difluoropyrrolidin-1-yl)-2,2-dimethylcyclobutyl)-4-(5-(5-fluoro-2-methoxypyridin-4-yl)-1H-pyrazole-3-carbonyl)-4-azaspiro[2.5]Octane-7-carboxamide